CC1=CC=C2C(C=C(C(C2=C1)=O)NC1=CC=CC=C1)=O 7-methyl-2-(phenylamino)naphthalene-1,4-dione